N.N.[W] tungsten dinitride